4-(1,3-oxazol-2-yl)pyrrolidine-2,4-dicarboxamide O1C(=NC=C1)C1(CC(NC1)C(=O)N)C(=O)N